α-phenylpropionaldehyde C1(=CC=CC=C1)C(C=O)C